N1-(3-(1H-benzo[d]imidazol-2-yl)quinolin-2-yl)-N2,N2-dimethylethane-1,2-diamine N1C(=NC2=C1C=CC=C2)C=2C(=NC1=CC=CC=C1C2)NCCN(C)C